Octadecylmagnesium Bromide C(CCCCCCCCCCCCCCCCC)[Mg]Br